N[C@@H](CC#N)CO[Si](C)(C)C(C)(C)C (S)-3-amino-4-((tert-butyldimethylsilyl)oxy)butanenitrile